(+/-)-3-ethyl-N7-methyl-N5-(2-((S)-morpholin-2-yl)ethyl)-3-phenyl-2,3-dihydrobenzofuran-5,7-dicarboxamide C(C)[C@@]1(COC2=C1C=C(C=C2C(=O)NC)C(=O)NCC[C@H]2CNCCO2)C2=CC=CC=C2 |&1:2|